fluorooxaloacetate sodium salt [Na+].FC(C(=O)[O-])C(=O)C(=O)O